FC(C1=NNC=C1C(C(C)C)=O)F 1-(3-difluoromethyl-1H-pyrazol-4-yl)-2-methyl-1-propanone